CNCCN1N=CC(=C1)C=1C=NC2=CC=C(C=C2C1)C=1N(N=NC1C1=NC(=CC=C1)C)C N-methyl-2-[4-[6-[3-methyl-5-(6-methyl-2-pyridyl)triazol-4-yl]-3-quinolyl]pyrazol-1-yl]ethanamine